COC1=C(C(=CC=C1)OC)S(=O)(=O)NNC(=O)C=1C=C(C=C(C1)C)C1=NC=CC(=C1)CC(C(=O)N)=C ((2-(3-(2-((2,6-dimethoxyphenyl)sulfonyl)hydrazine-1-carbonyl)-5-methylphenyl)pyridin-4-yl)methyl)acrylamide